methylpentanethiol CC(CCCC)S